N1-(4-amino-1H-pyrazolo[4,3-c]pyridin-7-yl)-N2-(2-methylbutyl)-N2-((5-(trifluoromethyl)pyridin-2-yl)methyl)oxalamide NC1=NC=C(C2=C1C=NN2)NC(C(=O)N(CC2=NC=C(C=C2)C(F)(F)F)CC(CC)C)=O